ClC1=NC(=C(C(=N1)N[C@H](C)C1=C(C=C(C=C1)Cl)Cl)N)C (R)-2-chloro-N4-(1-(2,4-dichlorophenyl)ethyl)-6-methylpyrimidine-4,5-diamine